4-methoxybenzoic acid n-pentylester C(CCCC)OC(C1=CC=C(C=C1)OC)=O